ClCC=CC(ON=C(C(C)C)C=1C(CC(CC1O)C[SH+]C1C(C1)C)=O)COC1=CC=C(C=C1)[N+](=O)[O-] {1-[4-chloro-1-(4-nitro-phenoxymethyl)-but-2-enyloxyimino]-2-methylpropyl}-3-hydroxy-5-(2-methyl-cyclopropylsulfaniomethyl)-cyclohex-2-enone